2-(4-bromo-2,6-difluorophenyl)-5-ethyl-1,3,4-oxadiazole BrC1=CC(=C(C(=C1)F)C=1OC(=NN1)CC)F